C(CCCCCCCCC)(=O)O[C@@H]1[C@](O[C@H](C1)N1C2=NC(=NC(=C2N=C1)N)F)(COP(=O)(OC1=CC=CC=C1)N[C@H](C(=O)OCCCCCCCCCCCCCCCCCCCC)CC1=CC=CC=C1)C#C (2R,3S,5R)-5-(6-Amino-2-fluoro-9H-purin-9-yl)-2-ethynyl-2-((((((S)-1-(icosyloxy)-1-oxo-3-phenylpropan-2-yl)amino)(phenoxy)phosphoryl)oxy) methyl)tetrahydrofuran-3-yl decanoate